6-amino-2-[3-(aminomethyl)-3-hydroxyazetidin-1-yl]-5-(2,3-dichlorophenyl)-pyrimidine-4-carboxamide NC1=C(C(=NC(=N1)N1CC(C1)(O)CN)C(=O)N)C1=C(C(=CC=C1)Cl)Cl